1-[2-(difluoromethoxy)-4-(trifluoromethyl)phenyl]-N-[(3R)-oxacyclohex-3-yl]pyrrolo[1,2-d][1,2,4]triazin-4-amine FC(OC1=C(C=CC(=C1)C(F)(F)F)C=1C=2N(C(=NN1)N[C@H]1COCCC1)C=CC2)F